N-({6-[hydroxy(phenyl)methyl]imidazo[1,2-a]pyridin-2-yl}methyl)-4-oxo-4H-pyrido[1,2-a]pyrimidine-2-carboxamide OC(C=1C=CC=2N(C1)C=C(N2)CNC(=O)C=2N=C1N(C(C2)=O)C=CC=C1)C1=CC=CC=C1